4-((5-(imidazo[1,2-b]pyridazin-6-yl)-7H-pyrrolo[2,3-d]pyrimidin-2-yl)amino)-N,N-dimethylcyclohexane-1-carboxamide N=1C=CN2N=C(C=CC21)C2=CNC=1N=C(N=CC12)NC1CCC(CC1)C(=O)N(C)C